N-(6,6-difluorospiro[3.3]heptan-2-yl)-5-(3-methylimidazo[1,2-a]pyrimidin-6-yl)pyrrolo[2,1-f][1,2,4]triazin-2-amine FC1(CC2(CC(C2)NC2=NN3C(C=N2)=C(C=C3)C=3C=NC=2N(C3)C(=CN2)C)C1)F